3,3-difluorocyclopentyl 4-methylbenzenesulfonate CC1=CC=C(C=C1)S(=O)(=O)OC1CC(CC1)(F)F